Lithium 1-(2-{[(tert-butoxy) carbonyl] amino} ethyl)-5-methyl-1H-imidazole-4-carboxylate C(C)(C)(C)OC(=O)NCCN1C=NC(=C1C)C(=O)[O-].[Li+]